C(#N)C=1C(=C(C=CC1)C=1C=C2CN(CC2=CC1)C(CN1N=C(N=C1)C#N)=O)F 1-(2-(5-(3-cyano-2-fluorophenyl)isoindolin-2-yl)-2-oxoethyl)-1H-1,2,4-triazole-3-carbonitrile